(2-chloroethyl)-4,4-difluoropyrrolidine-1,2-dicarboxylic acid 1-(tert-butyl) 2-methyl ester COC(=O)C1(N(CC(C1)(F)F)C(=O)OC(C)(C)C)CCCl